hydroxy-2-methylenepropane OCC(C)=C